C(C=CC1=CC=CC=C1)(=O)OCC α-ethyl cinnamate